5-(trifluoromethyl)-4-((2-(trimethylsilyl)ethoxy)Methyl)-4H-1,2,4-triazol-3-yl-pyridine FC(C=1N(C(=NN1)C1=NC=CC=C1)COCC[Si](C)(C)C)(F)F